2,5-bis((3-methoxyprop-1-yn-1-yl)oxy)nicotinonitrile COCC#COC1=C(C#N)C=C(C=N1)OC#CCOC